C1(CCC1)C=1NC(=NN1)N 5-cyclobutyl-4H-1,2,4-triazol-3-amine